C1(CCC1)=CB1OC(C(O1)(C)C)(C)C 2-(cyclobutylidenemethyl)-4,4,5,5-tetramethyl-1,3,2-dioxaborolane